CN1C=NC(=C1[Sn](C)(C)C)C(=O)OC methyl 1-methyl-5-(trimethylstannyl)-1H-imidazole-4-carboxylate